BrC1=NOC2C1COC2 3-bromo-3a,4,6,6a-tetrahydrofuro[3,4-d]isoxazole